Nα,Nε-dicarbobenzoxy-L-lysine C(=O)(OCC1=CC=CC=C1)N[C@@H](CCCCNC(=O)OCC1=CC=CC=C1)C(=O)O